6-((tert-Butyldiphenylsilyl)oxy)hexanoic acid [Si](C1=CC=CC=C1)(C1=CC=CC=C1)(C(C)(C)C)OCCCCCC(=O)O